2-(2-(cyclopropanesulfonamido)thiazol-4-yl)-N-(4-(6-ethoxypyrazin-2-yl)phenyl)-2-methoxyacetamide C1(CC1)S(=O)(=O)NC=1SC=C(N1)C(C(=O)NC1=CC=C(C=C1)C1=NC(=CN=C1)OCC)OC